cyclopropanecarboxylic acid 3-(2,2-dichloroethenyl)-2,2-dimethyl-4-(1H-benzimidazol-2-yl)phenyl ester ClC(=CC=1C(C(C=CC1C1=NC2=C(N1)C=CC=C2)OC(=O)C2CC2)(C)C)Cl